(2S,5S)-4-(2-chloro-8-methyl-9-(((S)-tetrahydrofuran-2-yl)methyl)-9H-purin-6-yl)-1-((3,3-difluorocyclobutyl)(4-(trifluoromethyl)phenyl)methyl)-5-methylpiperazine-2-carbaldehyde ClC1=NC(=C2N=C(N(C2=N1)C[C@H]1OCCC1)C)N1C[C@H](N(C[C@@H]1C)C(C1=CC=C(C=C1)C(F)(F)F)C1CC(C1)(F)F)C=O